potassium benzenedisulfonate C=1(C(=CC=CC1)S(=O)(=O)[O-])S(=O)(=O)[O-].[K+].[K+]